N-(4-(5-(3-(3-aminopropyl)benzamido)-1-methyl-1H-pyrazol-3-yl)phenyl)-2-chlorobenzamide NCCCC=1C=C(C(=O)NC2=CC(=NN2C)C2=CC=C(C=C2)NC(C2=C(C=CC=C2)Cl)=O)C=CC1